(S)-7-((Tetrahydro-2H-pyran-3-yl)amino)-2-(((tetrahydro-2H-pyran-4-yl)thio)methyl)quinazolin-4(3H)-one O1C[C@H](CCC1)NC1=CC=C2C(NC(=NC2=C1)CSC1CCOCC1)=O